FC(CN1N=C(C(=C1)C)NC(C1=CC(=C(C=C1)C)C#CC=1C=NC=CC1)=O)F N-[1-(2,2-difluoroethyl)-4-methyl-1H-pyrazol-3-yl]-4-methyl-3-[2-(pyridin-3-yl)ethynyl]benzamide